2-(3,5-dimethoxy-4-pentylphenyl)-N-(2-methoxybenzyl)ethylamine COC=1C=C(C=C(C1CCCCC)OC)CCNCC1=C(C=CC=C1)OC